FC1=C(C=C(C=C1)C#C[Si](C)(C)C)[C@@H](C)N[S@@](=O)C(C)(C)C (S)-N-[(1R)-1-{2-fluoro-5-[2-(trimethylsilyl)ethynyl]phenyl}ethyl]-2-methylpropane-2-sulfinamide